2,3,4,5-tetraphenylthiophene C1(=CC=CC=C1)C=1SC(=C(C1C1=CC=CC=C1)C1=CC=CC=C1)C1=CC=CC=C1